ClC=1C=CC(=C2C=CC=NC12)[C@@H]1CN(CC(C1)C)C(CC1CCN(CC1)C)=O 1-[(R)-3-(8-chloro-quinolin-5-yl)-5-methyl-piperidin-1-yl]-2-(1-methyl-piperidin-4-yl)-ethanone